C(C1=C(C(=O)O)C=CC=C1)(C1=C(C(=O)O)C=CC=C1)(C1=C(C(=O)O)C=CC=C1)C1=C(C(=O)O)C=CC=C1 methanetetrayltetrabenzoic acid